2-((4-amino-3-(3-fluoro-5-methoxyphenyl)-1H-pyrazolo[3,4-d]pyrimidin-1-yl)methyl)-3-(3-fluorophenyl)-4H-chromen-4-one NC1=C2C(=NC=N1)N(N=C2C2=CC(=CC(=C2)OC)F)CC=2OC1=CC=CC=C1C(C2C2=CC(=CC=C2)F)=O